4,6-dichloro-3-hydroxybenzoic acid ClC1=C(C=C(C(=O)O)C(=C1)Cl)O